The molecule is a pteridine that is the N-4-[1-(2,4-diaminopteridin-6-yl)pent-4-yn-2-yl]benzoyl derivative of L-glutamic acid. Used for treatment of Peripheral T-Cell Lymphoma, an aggressive form of non-Hodgkins lymphoma. It has a role as an antineoplastic agent, an antimetabolite and an EC 1.5.1.3 (dihydrofolate reductase) inhibitor. It is a N-acyl-L-glutamic acid, a member of pteridines and a terminal acetylenic compound. C#CCC(CC1=CN=C2C(=N1)C(=NC(=N2)N)N)C3=CC=C(C=C3)C(=O)N[C@@H](CCC(=O)O)C(=O)O